7-amino-N-(2-aminoethyl)heptaneamide NCCCCCCC(=O)NCCN